FC=1C=CC(=C(C1)O)C1=C(N=C(N=N1)N[C@H]1CN(CCC1)C)C 5-Fluoro-2-[5-methyl-3-[[(3R)-1-methyl-3-piperidyl]amino]-1,2,4-triazin-6-yl]phenol